FC1=C(N=CC2=C1N=C(N=C2)OCC21CCCN1CC(C2)F)C=2C=NC=CC2C(F)(F)F 8-fluoro-2-((2-fluorotetrahydro-1H-pyrrolizin-7a(5H)-yl)methoxy)-7-(4-(trifluoromethyl)pyridin-3-yl)pyrido[4,3-d]pyrimidine